C(C)(C)N1CCN(CC1)C=1C=C2CCNC(C2=CC1)=O 6-(4-isopropylpiperazin-1-yl)-3,4-dihydroisoquinolin-1-one